C(CCC)C(C(C(=O)[O-])(CCCC)CCCC)(C(=O)[O-])CCCC.[Sn+4].C(CCC)C(C(C(=O)[O-])(CCCC)CCCC)(C(=O)[O-])CCCC tin dibutylbutylbutylsuccinate